OCC1NCC2(C1)CCN(CC2)C(=O)OC(C)(C)C tert-butyl 3-(hydroxymethyl)-2,8-diazaspiro[4.5]decane-8-carboxylate